OC1=C(C(=O)C2=C(C=C(C=C2)OC)O)C=CC(=C1)OC.[Na].[Na] Disodium 2,2'-dihydroxy-4,4'-dimethoxybenzophenone